(S)-N-(chroman-4-yl)-2-(1-ethylpiperidin-4-yl)-7-methylbenzo[d]Thiazole-6-Formamide O1CC[C@@H](C2=CC=CC=C12)NC(=O)C1=C(C2=C(N=C(S2)C2CCN(CC2)CC)C=C1)C